4-cyano-1H-imidazol C(#N)C=1N=CNC1